methyl 2-(4-(4-benzylpiperazin-1-yl) bicyclo[2.2.2]oct-1-yl)-2H-indazole-6-carboxylate C(C1=CC=CC=C1)N1CCN(CC1)C12CCC(CC1)(CC2)N2N=C1C=C(C=CC1=C2)C(=O)OC